(1S,2S)-2-((4-fluorophenoxy)methyl)cyclopentan-1-amine FC1=CC=C(OC[C@@H]2[C@H](CCC2)N)C=C1